C(\C=C\C(=O)O)(=O)O.C(C)N(C(C1=C(C=CC(=C1)F)OC1=C(N=CN=N1)N1CC2(CN(C2)[C@@H](C(C)C)CCCN[C@@H](COC)C)CC1)=O)C(C)C N-ethyl-5-fluoro-N-isopropyl-2-((5-(2-((R)-6-(((R)-1-methoxyprop-2-yl)amino)-2-methylhex-3-yl)-2,6-diazaspiro[3.4]oct-6-yl)-1,2,4-triazin-6-yl)oxy)benzamide fumarate